(±)-((1S,2S,5R)-5-(benzyloxy)-2-fluorocyclohexyl)carbamic acid tert-butyl ester C(C)(C)(C)OC(N[C@@H]1[C@H](CC[C@H](C1)OCC1=CC=CC=C1)F)=O |r|